trans-2-methyl-N-(5-(trans-3-(4-(trifluoromethyl)phenyl)cyclobutoxy)-1H-indol-3-yl)oxetane-3-carboxamide C[C@@H]1OC[C@H]1C(=O)NC1=CNC2=CC=C(C=C12)O[C@@H]1C[C@H](C1)C1=CC=C(C=C1)C(F)(F)F